tert-butyl ((3S)-1-(2-fluoro-N-(((S)-2-oxopyrrolidin-3-yl)methyl)acetamido)-2-hydroxy-5-methylhexan-3-yl)carbamate FCC(=O)N(C[C@H]1C(NCC1)=O)CC([C@H](CC(C)C)NC(OC(C)(C)C)=O)O